[N+](=O)([O-])C1=CC=C(C=C1)S(=O)(=O)N[C@@H]([C@@H](C1=CC=CC=C1)NC(=O)[C@@H]1[C@H](CCCC1)C(=O)N[C@@H]([C@H](NS(=O)(=O)C1=CC=C(C=C1)[N+](=O)[O-])C1=CC=CC=C1)C1=CC=CC=C1)C1=CC=CC=C1 (1S,2S)-N1,N2-bis((1R,2R)-2-(p-nitrobenzenesulfonamido)-1,2-diphenylethyl)cyclohexane-1,2-dicarboxamide